O=C1N(C(C=C1)=O)CCCCCC(=O)N[C@@H](C(C)C)C(=O)N[C@@H](C)C(=O)NC1=CC=C(C=C1)COC(=O)OC1=CC=C(C=C1)[N+](=O)[O-] N-[6-(2,5-dioxo-2,5-dihydro-1H-pyrrol-1-yl)hexanoyl]-L-valyl-N-[4-({[(4-nitrophenoxy)carbonyl]oxy}methyl)phenyl]-L-alaninamide